FC1=C(C(=CC=C1)F)C1=NC=2C(=NNC2C=2C=C(N=C(C2N1)C)N1CCN(CC1)CCCF)C 8-(2,6-difluorophenyl)-13-[4-(3-fluoropropyl)piperazin-1-yl]-5,11-dimethyl-3,4,7,9,12-pentazatricyclo[8.4.0.02,6]tetradeca-1(10),2(6),4,7,11,13-hexaene